4-(4-dimethylaminophenyl)-8,9,9-trimethyl-5,6,7,8-tetrahydro-5,8-methanoquinazoline-2-amine CN(C1=CC=C(C=C1)C1=NC(=NC=2C3(CCC(C12)C3(C)C)C)N)C